OC1CC(C1)(C(=O)[O-])OC 3-hydroxy-1-methoxycyclobutane-1-carboxylate